Cl.Cl.COC=1C=C(C=NC1)C=1N=NN(C1)CC1=CC=C(N=N1)N1CC(CCC1)(N)C 1-[6-[[4-(5-methoxy-3-pyridyl)triazol-1-yl]methyl]pyridazin-3-yl]-3-methyl-piperidin-3-amine dihydrochloride